tert-butyl (2R,5S)-4-(7-((R)-3,3-difluorocyclohexyl)-5-(trifluoromethyl)-7H-pyrrolo[2,3-d]pyrimidin-4-yl)-2,5-dimethylpiperazine-1-carboxylate FC1(C[C@@H](CCC1)N1C=C(C2=C1N=CN=C2N2C[C@H](N(C[C@@H]2C)C(=O)OC(C)(C)C)C)C(F)(F)F)F